4-amino-N'-hydroxy-2-(methylthio)pyrimidine-5-carboximidamide NC1=NC(=NC=C1C(N)=NO)SC